C1(CC1)N1N=CC2=CC=CC(=C12)CN (1-cyclopropylindazol-7-yl)methanamine